((R)-2-(((2R,3S,4R,5R)-5-(4-(cyclopentylamino)-6-(hydroxymethyl)-1H-pyrazolo[3,4-d]pyrimidin-1-yl)-3,4-dihydroxytetrahydrofuran-2-yl)methoxy)-1-hydroxypropan-2-yl)phosphonic acid C1(CCCC1)NC1=C2C(=NC(=N1)CO)N(N=C2)[C@H]2[C@@H]([C@@H]([C@H](O2)CO[C@](CO)(C)P(O)(O)=O)O)O